CC12CCC3C(CC3C(CCC2O1)=C)(C)C 4,12,12-TRIMETHYL-9-METHYLENE-5-OXATRICYCLO[8.2.0.0(4,6)]DODECANE